ClC1=CC=C(C(=N1)N1N=C(C2=C1COC2)C#N)C(F)F 1-[6-chloro-3-(difluoromethyl)-2-pyridyl]-4,6-dihydrofuro[3,4-c]pyrazole-3-carbonitrile